nickel-cobalt-tetrasulfide [Co](=S)(=S)(=S)=S.[Ni]